C1NCC12CC(C2)CC2=C1CN(C(C1=C(C=C2)Cl)=O)C 4-((2-azaspiro[3.3]heptan-6-yl)methyl)-7-chloro-2-methylisoindolin-1-one